3-ethynyl-2-fluoro-aniline C(#C)C=1C(=C(N)C=CC1)F